BrCCOC1=CC=C2C(=CC=NC2=C1)Cl 7-(2-bromoethoxy)-4-chloroquinoline